(2R,3R,4R,5S)-2-(hydroxymethyl)-1-(4-((tetrahydro-2H-pyran-3-yl)oxy)phenethyl)piperidine-3,4,5-triol OC[C@H]1N(C[C@@H]([C@H]([C@@H]1O)O)O)CCC1=CC=C(C=C1)OC1COCCC1